CN(C1=NC(=CC2=CC=CC=C12)C=1C=C(C=CC1)C)C N,N-dimethyl-3-(m-tolyl)isoquinolin-1-amine